7,11-dimethyltriacontane CC(CCCCCC)CCCC(CCCCCCCCCCCCCCCCCCC)C